P(O)(O)N.NC1=NC2=NC(=NC=C2N1)N diaminopurine phosphoramidite